COC(=O)C=1N=NC(=CC1)S(=O)C 6-methylsulfinylpyridazine-3-carboxylic acid methyl ester